[C@@H]12CNC[C@H]2N(C1)C(=O)C=1NC2=C(C(=C(C=C2C1)Cl)F)F (1R,5S)-3,6-diazabicyclo[3.2.0]heptan-6-yl(5-chloro-6,7-difluoro-1H-indol-2-yl)methanone